NC1=C(C=C(C(=O)N[C@H](C(=O)NC(C(=O)NN(CC(=O)OCC)C(\C=C\C(=O)NCC2=CC=CC=C2)=O)C2=CC(=CC=C2)C(F)(F)F)C(C)(C)C)C=C1)Cl Ethyl N-(2-((S)-2-(4-amino-3-chlorobenzamido)-3,3-dimethylbutanamido)-2-(3-(trifluoromethyl)phenyl)acetamido)-N-((E)-4-(benzylamino)-4-oxobut-2-enoyl)glycinate